5-methoxy-2-naphthalenealdehyde COC1=C2C=CC(=CC2=CC=C1)C=O